C1(CC1)C=1C2=C(C(N(N1)CC(=O)N[C@@H](C)C1=C(C=C(C=C1)C)F)=O)N(N=C2)C2=CC=CC=C2 (S)-2-(4-Cyclopropyl-7-oxo-1-phenyl-1,7-dihydro-6H-pyrazolo[3,4-d]pyridazin-6-yl)-N-(1-(2-fluoro-4-methylphenyl)ethyl)acetamid